CC1(CC1)C(=O)NCC=1N(C2=CC(=C(C=C2C1)C1=NOC(=C1)[Si](C)(C)C)OCC=1N=CSC1)S(=O)(=O)C1=CC=C(C)C=C1 1-methyl-N-((6-(thiazol-4-ylmethoxy)-1-tosyl-5-(5-(trimethylsilyl)isoxazol-3-yl)-1H-indol-2-yl)methyl)cyclopropane-1-carboxamide